O=C(CCC1(C(NC(N1)=O)=O)C1=NC=CC=C1)N1CC2=CC=C(C=C2C1)C(F)(F)F 5-(3-Oxo-3-(5-(trifluoromethyl)isoindolin-2-yl)propyl)-5-(pyridin-2-yl)imidazolidine-2,4-dione